HeptaFluoroButyric Acid FC(C(C(C(=O)O)(F)F)(F)F)(F)F